3,4-bis(diphenylphosphino)-2-cyclopentylthiophene C1(=CC=CC=C1)P(C1=C(SC=C1P(C1=CC=CC=C1)C1=CC=CC=C1)C1CCCC1)C1=CC=CC=C1